COC=1C=C(C(CN)O)C=CC1OC 3,4-dimethoxy-β-hydroxyphenethylamine